[1,4]azasiline N1=CC=[SiH]C=C1